(2S,3R,4S,5R,6R)-2-allyl-3,5-bis(benzyloxy)-6-((benzyloxy)methyl)-4-(4-(3,4,5-trifluorophenyl)-1H-1,2,3-triazol-1-yl)tetrahydro-2H-pyran-2-ol C(C=C)[C@@]1(O[C@@H]([C@@H]([C@@H]([C@H]1OCC1=CC=CC=C1)N1N=NC(=C1)C1=CC(=C(C(=C1)F)F)F)OCC1=CC=CC=C1)COCC1=CC=CC=C1)O